[Na+].[Na+].P(=O)([O-])([O-])OCC(O)CO glycerol phosphate disodium salt